N-(3-(dimethylamino)spiro[3.3]heptan-1-yl)-2-(1H-imidazol-5-yl)thiazole-4-carboxamide CN(C1CC(C12CCC2)NC(=O)C=2N=C(SC2)C2=CN=CN2)C